(3R)-3-fluoro-N-{4-fluoro-3-[5-(morpholin-4-yl)-2H-pyrazolo[3,4-b]pyridin-2-yl]phenyl}pyrrolidine-1-carboxamide F[C@H]1CN(CC1)C(=O)NC1=CC(=C(C=C1)F)N1N=C2N=CC(=CC2=C1)N1CCOCC1